methyl (3S)-3-{[(5-chloropyrazin-2-yl) methyl] carbamoyl}-3-methylpropionate ClC=1N=CC(=NC1)CNC(=O)[C@H](CC(=O)OC)C